N-(2,2-difluoro-3beta,7beta-dihydroxy-5beta-cholan-24-yl)-morpholine FC1([C@@H](C[C@H]2C[C@@H]([C@H]3[C@@H]4CC[C@H]([C@@H](CCCN5CCOCC5)C)[C@]4(CC[C@@H]3[C@]2(C1)C)C)O)O)F